1-(((R)-7-((2S,4R)-4-hydroxy-2-phenylpiperidine-1-carbonyl)-7-azaspiro[4.5]dec-10-yl)methyl)-4-phenylpyridin-2(1H)-one O[C@H]1C[C@H](N(CC1)C(=O)N1CC2(CCCC2)[C@@H](CC1)CN1C(C=C(C=C1)C1=CC=CC=C1)=O)C1=CC=CC=C1